ClC1=NC=NC=2CCC[C@H](C12)C (5R)-4-chloro-5-methyl-5,6,7,8-tetrahydroquinazoline